(1H-2-phenylindol-3-ylidene)acrylamide C1(CC=CC=C1)C1=NC2=CC=CC=C2C1=C=CC(=O)N